5-amino-N-(4-((3-oxomorpholino)methyl)phenyl)naphthalene-1-sulfonamide NC1=C2C=CC=C(C2=CC=C1)S(=O)(=O)NC1=CC=C(C=C1)CN1C(COCC1)=O